stearic acid, butyl ester C(CCCCCCCCCCCCCCCCC)(=O)OCCCC